FC1=C(C=C(C=C1)F)NC(=O)NC1CN(C(C1)=O)C(C)C 1-(2,5-difluorophenyl)-3-(1-isopropyl-5-oxopyrrolidin-3-yl)urea